2-[3-(6-methyl-2-pyridyl)-1H-pyrazol-4-yl]-7-(5,6,7,8-tetrahydro-[1,2,4]triazolo[1,5-a]pyrazin-2-yl)-1,5-naphthyridine CC1=CC=CC(=N1)C1=NNC=C1C1=NC2=CC(=CN=C2C=C1)C1=NN2C(CNCC2)=N1